ClCC(=O)NCC(O)C1=CC=2C(=NC(=C(N2)N2CCC(CC2)OC2=C(C=C(C=C2)F)F)C=2C=NN(C2)C)C=N1 2-chloro-N-(2-(2-(4-(2,4-difluorophenoxy)piperidin-1-yl)-3-(1-methyl-1H-pyrazol-4-yl)pyrido[3,4-b]pyrazin-7-yl)-2-hydroxyethyl)acetamide